methyl 4-fluoro-2-(5-methyl-2-nitrophenoxy)benzoate FC1=CC(=C(C(=O)OC)C=C1)OC1=C(C=CC(=C1)C)[N+](=O)[O-]